4-((2-butyl-1-(2,6-dimethoxyphenyl)-6-hydroxy-4-oxo-1,4-dihydropyrimidin-5-yl)sulfonyl)piperidine-1-carboxylic acid tert-butyl ester C(C)(C)(C)OC(=O)N1CCC(CC1)S(=O)(=O)C=1C(N=C(N(C1O)C1=C(C=CC=C1OC)OC)CCCC)=O